4-(1-Cyclopropyl-1H-indol-3-yl)-2-((4-((2-(dimethylamino)ethyl)(methyl)amino)-2-methoxy-5-nitrophenyl)amino)pyrimidine-5-carbonitrile C1(CC1)N1C=C(C2=CC=CC=C12)C1=NC(=NC=C1C#N)NC1=C(C=C(C(=C1)[N+](=O)[O-])N(C)CCN(C)C)OC